benzo[b]Thiophene-2-carboxylic acid methyl ester COC(=O)C1=CC2=C(S1)C=CC=C2